naphthobenzofurane C1=COC=2C1=CC=C1C2C=CC2=CC=CC=C21